B([O-])([O-])[O-].[Li+].C(C(=S)O)(=S)O.[Li+].[Li+] dithiooxalic acid lithium borate salt